COC1OCC(C(C1O)O)O 2-methoxytetrahydro-2H-pyran-3,4,5-triol